2-Methylbutyl-(Z)-3-(4-chlorophenyl)-N-((4-chlorophenyl)sulfonyl)-4-phenyl-4,5-dihydro-1H-pyrazole CC(CC1(C(=NN(C1)S(=O)(=O)C1=CC=C(C=C1)Cl)C1=CC=C(C=C1)Cl)C1=CC=CC=C1)CC